FC(C(=O)O)(F)F.N1=C(C=CC=C1)CC(=O)NC=1N=NC(=CC1)[C@H]1CNCC1 (R)-2-(pyridin-2-yl)-N-(6-(pyrrolidin-3-yl)pyridazin-3-yl)acetamide 2,2,2-trifluoroacetate